C1(=CC=CC=C1)C(C1=CC=CC=C1)NC(=O)N1C(CC1=O)C(=O)O 1-[(diphenylmethyl)carbamoyl]4-oxo-azetidine-2-carboxylic acid